(Z)-6-[(Z)-benzylidene]-3-[5-(tert-butyl)-1H-imidazol-4-ylidene]-5-oxo-3,4,5,6-tetrahydropyrazin-2-yl morpholine-4-carboxylate N1(CCOCC1)C(=O)OC/1=N\C(\C(N\C1=C\1/N=CNC1C(C)(C)C)=O)=C/C1=CC=CC=C1